N1C(C=CC2=CN=CC=C12)=O 1,6-naphthyridone